3-{4-[3,5-bis(phenanthren-9-yl)phenyl]phenyl}carbazole C1=CC=CC=2C3=CC=CC=C3C(=CC12)C=1C=C(C=C(C1)C=1C2=CC=CC=C2C=2C=CC=CC2C1)C1=CC=C(C=C1)C=1C=CC=2NC3=CC=CC=C3C2C1